3-(2-aminoethyl)aniline NCCC=1C=C(N)C=CC1